Pentyl (1-((2R,3R,4S,5R)-3,4-dihydroxy-5-methyltetrahydrofuran-2-yl)-3-(ethoxymethyl)-5-fluoro-2-oxo-2,3-dihydropyrimidin-4(1H)-ylidene)carbamate O[C@H]1[C@@H](O[C@@H]([C@H]1O)C)N1C(N(C(C(=C1)F)=NC(OCCCCC)=O)COCC)=O